1-(4-(4-chlorobenzyl-carbamoyl)-1,2,3-thiadiazol-5-yl)-3-(2-(pyridin-2-yl)ethyl)urea ClC1=CC=C(CNC(=O)C=2N=NSC2NC(=O)NCCC2=NC=CC=C2)C=C1